tert-butyl 3-(7-chloro-8-fluoro-2-((1-((4-(hydroxymethyl)piperidin-1-yl)methyl)cyclopropyl)methoxy)pyrido[4,3-d]pyrimidin-4-yl)-3,8-diazabicyclo[3.2.1]octane-8-carboxylate ClC1=C(C=2N=C(N=C(C2C=N1)N1CC2CCC(C1)N2C(=O)OC(C)(C)C)OCC2(CC2)CN2CCC(CC2)CO)F